1-Tert-butyl (2-((4-(3-(dimethylamino)phenyl)thiazol-2-yl)amino)-2-oxoethyl)carbamate CN(C=1C=C(C=CC1)C=1N=C(SC1)NC(CNC(OC(C)(C)C)=O)=O)C